COC=1C=CC2=C(OCO2)C1 6-methoxybenzo[d][1,3]dioxol